(4-phenyl-6-(pyridin-4-ylamino)-1,3,5-triazin-2-ylamino)butan-1-ol C1(=CC=CC=C1)C1=NC(=NC(=N1)NC1=CC=NC=C1)NC(CCC)O